trans-4-(((trans-4-(6-Cyano-5-methoxy pyridin-2-yl)cyclohexyl)methyl)(3-(2-cyclopropylthiazol-5-yl)phenyl)carbamoyl)cyclohexyl (2-hydroxyethyl)carbamate OCCNC(O[C@@H]1CC[C@H](CC1)C(N(C1=CC(=CC=C1)C1=CN=C(S1)C1CC1)C[C@@H]1CC[C@H](CC1)C1=NC(=C(C=C1)OC)C#N)=O)=O